CN1C(CC(CC1)N)C 1,2-dimethylpiperidin-4-amine